P(OCCCCCCCCCCCCCCCOC(C=C)=O)([O-])([O-])=S acryloyloxypentadecyl phosphorothioate